4-ethyl-6-methoxy-2-(4-methylpiperazinomethyl)phenol C(C)C1=CC(=C(C(=C1)OC)O)CN1CCN(CC1)C